C(N)(=O)C=1C(=NC(=NC1)N1CCN(CC1)C(=O)OC(C)(C)C)OCC tert-Butyl 4-(5-carbamoyl-4-ethoxypyrimidin-2-yl)piperazine-1-carboxylate